6-amino-N-(2-{3-amino-4-[(1-methoxypropan-2-yl)oxy]pyrrolidin-1-yl}-4-fluoro-5,6,7,8-tetrahydroquinolin-6-yl)-2-methylthieno[2,3-d][1,3]thiazole-5-carboxamide NC1=C(SC=2N=C(SC21)C)C(=O)NC2CC=1C(=CC(=NC1CC2)N2CC(C(C2)OC(COC)C)N)F